FC1=C(C=CC(=C1F)OC1=NC=CC=N1)C1=CN=C2N1C=CN=C2NC2=CC(=C(C(=O)NCCCNC(=O)C1CCN(CC1)C(=O)OC(C)(C)C)C=C2)CC tert-Butyl 4-[3-[[4-[[3-(2,3-difluoro-4-pyrimidin-2-yloxy-phenyl)imidazo[1,2-a]pyrazin-8-yl]amino]-2-ethyl-benzoyl]amino]propylcarbamoyl]piperidine-1-carboxylate